P(=O)(OCCCCl)(OCCCCl)OCCCCl tris(3-chloropropyl) phosphate